COC1=NNC=C1C(=O)NC1=NC(=CC=C1)C1=CN=C2N1[C@H](CC2)C (S)-3-methoxy-N-(6-(5-methyl-6,7-dihydro-5H-pyrrolo[1,2-a]imidazol-3-yl)pyridin-2-yl)-1H-pyrazole-4-carboxamide